C1(CC(N1)=O)=O malonimide